lithium iron phosphate Lithium [Li+].P(=O)([O-])([O-])[O-].[Fe+2].[Li+]